2-((3-(2-(difluoromethyl)-4-(pyridin-2-yloxy)phenyl)-1,2,4-oxadiazol-5-yl)methyl)acrylic acid FC(C1=C(C=CC(=C1)OC1=NC=CC=C1)C1=NOC(=N1)CC(C(=O)O)=C)F